9-fluoro-3-methyl-10-(3-methylpiperazin-1-yl)-2H-[1,4]oxazino[2,3,4-ij]quinolin-7(3H)-one FC=1C=C2C(C=CN3C2=C(C1N1CC(NCC1)C)OCC3C)=O